tert-butyl {trans-4-[2-cyanovinyl]cyclohexyl}carbamate C(#N)C=C[C@@H]1CC[C@H](CC1)NC(OC(C)(C)C)=O